C[Si](CCCS[Si](C)(C)C)(OC)OC (trimethylsilyl) [3-(methyldimethoxysilyl)propyl] sulfide